C(C)(C)C1=CC2=CC=C(C=C2C=C1)OC 2-isopropyl-6-methoxynaphthalene